C(C)(=O)OSC1=NN(C(=C1[N+](=O)[O-])C(Cl)Cl)C1=C(C=CC=C1)C methyl-{[5-(dichloromethyl)-4-nitro-1-phenyl-1H-pyrazol-3-yl] sulfanyl} acetate